[Si](O)(O)(O)O.[BH4-].[Na+] sodium borohydride silicate